1,2-bis(4-(tertiary butyl)phenyl)ethane C(C)(C)(C)C1=CC=C(C=C1)CCC1=CC=C(C=C1)C(C)(C)C